OCCOC(C1=CC=C(C(=O)OCCO)C=C1)=O bis-hydroxyethyl-terephthalate